tert-butyl 4-[4-[(tert-butyldiphenylsilyl)oxy]-3-methyloxolan-3-yl]piperazine-1-carboxylate [Si](C1=CC=CC=C1)(C1=CC=CC=C1)(C(C)(C)C)OC1C(COC1)(C)N1CCN(CC1)C(=O)OC(C)(C)C